OCCS(=O)(=O)C1=CC(=C(C(=O)OC)C=C1)N1CCC2(CC2)CC1 methyl 4-((2-hydroxyethyl)sulfonyl)-2-(6-azaspiro[2.5]octan-6-yl)benzoate